N1[C@H](CCC1)C(=O)O R-proline